tert-butyl 4-[1-(2-hydroxyethyl)piperidin-4-yl]-3-oxopiperazine-1-carboxylate OCCN1CCC(CC1)N1C(CN(CC1)C(=O)OC(C)(C)C)=O